FC(C1=CC=C(C=C1)[C@H](C)OC1CN(C1)C(=O)N1C[C@@H]2[C@@H](OCC(N2)=O)CC1)(F)F |o1:8| (4aR,8aS)-6-(3-(1-(S or R)-(4-(Trifluoromethyl)phenyl)ethoxy)azetidine-1-carbonyl)hexahydro-2H-pyrido[4,3-b][1,4]oxazin-3(4H)-one